C[Si](C)(OC(C=CC(O[Si](C)(C)C)C)C)C 2,2,4,7,9,9-hexamethyl-3,8-dioxa-2,9-disiladec-5-ene